3-(bromomethyl)-2-fluorobenzonitrile BrCC=1C(=C(C#N)C=CC1)F